1-[(S)-1-(4-Bromo-phenyl)-ethyl]-3-[3-(3,4-difluoro-benzyl)-3H-imidazo[4,5-b]pyridin-2-ylmethyl]-urea BrC1=CC=C(C=C1)[C@H](C)NC(=O)NCC1=NC=2C(=NC=CC2)N1CC1=CC(=C(C=C1)F)F